FC1=C2CN(C(C2=CC(=C1C)CC1=CC=C(C=C1)N1N=CC=C1)=O)[C@@H]1[C@H](CCC1)O 4-fluoro-2-((1S,2S)-2-hydroxycyclopentyl)-5-methyl-6-(4-(1H-pyrazol-1-yl)benzyl)isoindolin-1-one